[Si]([O-])([O-])([O-])O.[Nd+3] neodymium monosilicate